Br.FC=1C=C(CN2C(SC3=C2CCCC3)=N)C=CC1 3-(3-Fluorobenzyl)-4,5,6,7-tetrahydrobenzo[d]thiazol-2(3H)-imine hydrogen bromide